[Na+].[Na+].S(=O)(=O)([O-])CCCSSCCCS(=O)(=O)[O-] (sulfopropyl) disulfide, disodium salt